C1(=CC=CC2=CC=CC=C12)C(=O)C1=C(C=CC=C1)N=NC1=CC=CC=C1 2-(1-naphthoyl)azobenzene